3-chloropyridin-2-ol ClC=1C(=NC=CC1)O